C12(CC3CC(CC(C1)C3)C2)NCCCCCCNC=2C=C3C(N(C(C3=CC2)=O)C2C(NC(CC2)=O)=O)=O 5-((6-((adamantan-1-yl)amino)hexyl)amino)-2-(2,6-dioxopiperidin-3-yl)isoindoline-1,3-dione